6-(2,5-dichloropyrimidin-4-yl)imidazo[1,2-a]Pyridine ClC1=NC=C(C(=N1)C=1C=CC=2N(C1)C=CN2)Cl